NC=1SC(=CN1)C(=O)NC1=C(C=C(C(=C1)C(NC1=NC=C(C=C1)C(F)F)=O)F)C 2-Amino-N-[5-[[5-(difluoromethyl)pyridin-2-yl]carbamoyl]-4-fluoro-2-methylphenyl]-1,3-thiazole-5-carboxamide